C(C1=CC=CC=C1)C1=C(C=C(C=C1)O)O 4-benzyl-1,3-benzenediol